CSC1=NC(=NC(=N1)C1=C(C=C(C=C1)OC)O)C1=C(C=C(C=C1)OC)O 2,2'-[6-(methylthio)-1,3,5-triazine-2,4-diyl]bis(5-methoxyphenol)